(2-amino-3-(3-((6-(thiazol-4-ylmethoxy)pyridin-3-yl)methyl)isoxazol-5-yl)pyridin-1-ium-1-yl)methyl hydrogen phosphate P(=O)(OC[N+]1=C(C(=CC=C1)C1=CC(=NO1)CC=1C=NC(=CC1)OCC=1N=CSC1)N)(O)[O-]